FC=1C=C2C(=C(NC2=CC1)C(C)=O)I 1-(5-Fluoro-3-iodo-1H-indol-2-yl)ethan-1-one